4-((1-Ethyl-6-(ethylsulfanyl)-1H-pyrazolo[3,4-d]pyrimidin-4-yl)aminomethyl)-benzenesulfonamide C(C)N1N=CC=2C1=NC(=NC2NCC2=CC=C(C=C2)S(=O)(=O)N)SCC